COC1=NN=CC2=C(C=CC=C12)O 1-(methoxy)-5-hydroxyphthalazine